7-(1-(adamantan-1-ylmethyl)-5-methyl-1H-pyrazol-4-yl)-4-(5-(benzo[d]thiazol-2-ylamino)-6-methoxypyrazin-2-yl)-3,4-dihydro-2H-pyrido[3,2-b][1,4]oxazine-8-carboxylic acid C12(CC3CC(CC(C1)C3)C2)CN2N=CC(=C2C)C2=C(C=3OCCN(C3N=C2)C2=NC(=C(N=C2)NC=2SC3=C(N2)C=CC=C3)OC)C(=O)O